2-(2,5-dichlorophenyl)-N-[1-(4-methoxyphenyl)-5-oxopyrrolidin-3-yl]acetamid ClC1=C(C=C(C=C1)Cl)CC(=O)NC1CN(C(C1)=O)C1=CC=C(C=C1)OC